C(C)(C)(C)OC(=O)N1CCC(CC1)OC1(CC1)C(=O)O 1-((1-(tert-Butoxycarbonyl)piperidin-4-yl)oxy)cyclopropanecarboxylic acid